2,7,7,10,10-pentamethyl-5,7,8,9,10,12-hexahydrobenzo[5,6]indeno[1,2-b]indole CC=1C=C2C3=C(NC2=CC1)C=1C=C2C(=CC1C3)C(CCC2(C)C)(C)C